COC1CC(C1)C(=O)NC1=CC(=C(C=C1)OC=1SC=CN1)C 3-methoxy-N-(3-methyl-4-(thiazol-2-yloxy)phenyl)cyclobutane-1-carboxamide